ClC=1C=2N(C=C(N1)Cl)N=CC2C=O 4,6-dichloropyrazolo[1,5-a]pyrazine-3-carboxaldehyde